4-(4-acryloyl-2-methylpiperazin-1-yl)-7-(2-fluorophenyl)-1-(2-isopropyl-4-methylpyridin-3-yl)-2-oxo-1,2-dihydroquinazoline-6-carbonitrile C(C=C)(=O)N1CC(N(CC1)C1=NC(N(C2=CC(=C(C=C12)C#N)C1=C(C=CC=C1)F)C=1C(=NC=CC1C)C(C)C)=O)C